C(N)(OCC=1N(C2=CC=C(C=C2C1C=NO)F)C1CCN(CC1)C1CCC(CC1)=C(C)C)=O (5-fluoro-3-((hydroxyimino) methyl)-1-(1-(4-(propan-2-ylidene)cyclohexyl) piperidin-4-yl)-1H-indol-2-yl)methyl carbamate